CS(=O)(=O)OC(CS(=O)(=O)N1[C@H](C2=CC=CC=C2CC1)C1=CC=C(C=C1)F)C12CCN(CC1)CC2 2-((S)-1-(4-fluorophenyl)-3,4-dihydroisoquinolin-2(1H)-ylsulfonyl)-1-(quinuclidin-4-yl)ethyl methanesulfonate